C(#N)C(CCCN(CCC=1C=C(OCC(=O)OC)C=CC1)C)(C(C)C)C1=CC(=C(C=C1)OC)OC Methyl 2-(3-(2-((4-cyano-4-(3,4-dimethoxyphenyl)-5-methylhexyl) (methyl)amino)ethyl)phenoxy)acetate